CC=1C(=NC=C(C1)C)N1CCNC2(CCC2)C1 8-(3,5-dimethylpyridin-2-yl)-5,8-diazaspiro[3.5]nonane